O[C@H]1[C@@H]2CN([C@H](C1)C2)C(=O)OCC2=CC=CC=C2 benzyl (1S,4S,5R)-5-hydroxy-2-azabicyclo[2.2.1]heptane-2-carboxylate